2-(2-(4-(4-(3-(3-hydroxypyrrolidin-1-yl)propanamido)phenyl)indoline-1-carbonyl)-6,7-dihydrothiazolo[5,4-c]pyridin-5(4H)-yl)acetic acid OC1CN(CC1)CCC(=O)NC1=CC=C(C=C1)C1=C2CCN(C2=CC=C1)C(=O)C=1SC=2CN(CCC2N1)CC(=O)O